C(C)(C)(C)C1=NOC(=N1)C(=O)N[C@H](C)C1=C(C=C(C=C1)C1=CC(=NC=N1)NC1=CC=C(C=N1)N1CCC2(CN(C2)C(=O)OC(C)(C)C)CC1)C tert-butyl (R)-7-(6-((6-(4-(1-(3-(tert-butyl)-1,2,4-oxadiazole-5-carboxamido)ethyl)-3-methylphenyl)pyrimidin-4-yl)amino)pyridin-3-yl)-2,7-diazaspiro[3.5]nonane-2-carboxylate